(1,1-Dioxido-2,3-dihydrothiophen-3-yl)-2-oxo-7-(1,3,4-thiadiazol-2-yl)-1,2-dihydroquinoline-3-carboxamide O=S1(CC(C=C1)N1C(C(=CC2=CC=C(C=C12)C=1SC=NN1)C(=O)N)=O)=O